C(#N)C1=CC(=C(C=C1)C1=NC=C(C=N1)CCNC(OC(C)(C)C)=O)N(C=1N(N=C(C1)C1=CC=CC=C1)C)C tert-Butyl N-[2-[2-[4-cyano-2-[methyl-(2-methyl-5-phenylpyrazol-3-yl)amino]phenyl]pyrimidin-5-yl]ethyl]carbamate